C1(CC1)CN1C=C(C2=NN(C(C(=C21)C2=CC=C(C=C2)OC(F)F)=O)C2=CC1=CN(N=C1C=C2)C)C(=O)N 5-(cyclopropylmethyl)-4-(4-(difluoromethoxy)phenyl)-2-(2-methyl-2H-indazol-5-yl)-3-oxo-3,5-dihydro-2H-pyrrolo[3,2-c]pyridazine-7-carboxamide